3-bromo-N-(3,4-dichlorophenyl)-6,7,8,9-tetrahydro-5H-6,9-epiminocyclohepta[c]pyridine BrC1=CC2=C(CN1C1=CC(=C(C=C1)Cl)Cl)C1CCC(C2)N1